OC1=C(C(=O)NC2=CC=C(C=C2)N2CCOCC2)C(=CC(=C1)C(C)(CCCCCC)C)O 2,6-dihydroxy-4-(2-methyloctan-2-yl)-N-(4-morpholinophenyl)benzamide